N-[3-fluoro-4-[5-[2-[[(3S)-3-piperidyl]amino]pyrimidin-4-yl]pyrimidin-4-yloxy]phenyl]2-chlorobenzenesulfonamide FC=1C=C(C=CC1OC1=NC=NC=C1C1=NC(=NC=C1)N[C@@H]1CNCCC1)NS(=O)(=O)C1=C(C=CC=C1)Cl